2-[3-[(methylcarbamoyl) methoxy]-6-nitro-2-oxoquinolin-1-yl] ethoxyphthalate C(C)OC1=C(C(C(=O)[O-])=CC=C1)C(=O)ON1C(C(=CC2=CC(=CC=C12)[N+](=O)[O-])OCC(NC)=O)=O